FCCCCC[Si](OCC)(OCC)OCC 5-fluoropentyltriethoxysilane